methyl (S,Z)-4-((tert-butoxycarbonyl)amino)pent-2-enoate C(C)(C)(C)OC(=O)N[C@H](\C=C/C(=O)OC)C